tert-butyl (4R)-4-(7-iodoimidazo[1,2-a]pyridin-5-yl)oxyazepane-1-carboxylate IC1=CC=2N(C(=C1)O[C@H]1CCN(CCC1)C(=O)OC(C)(C)C)C=CN2